(2R)-2-(6-{5-chloro-2-[(2-methyl-2H-1,2,3-triazol-4-yl)amino]pyrimidin-4-yl}-1-oxo-2,3-dihydro-1H-isoindol-2-yl)-N-[(1R)-1-[3-chloro-6-(methylamino)pyridin-2-yl]ethyl]propanamide ClC=1C(=NC(=NC1)NC1=NN(N=C1)C)C1=CC=C2CN(C(C2=C1)=O)[C@@H](C(=O)N[C@H](C)C1=NC(=CC=C1Cl)NC)C